O=C(CO\N=C\[C@H](CC)NC=1C=NNC(C1C(F)(F)F)=O)N1CCN(CC1)C1=NC=C(C=N1)C(F)(F)F (S,E)-2-((6-oxo-5-(trifluoromethyl)-1,6-dihydropyridazin-4-yl)amino)butanal O-(2-oxo-2-(4-(5-(trifluoromethyl)pyrimidin-2-yl)piperazin-1-yl)ethyl)oxime